(1,1-dimethoxy-ethyl)-dimethyl-amine COC(C)(OC)N(C)C